Methyl 3-iodo-4-methylbenzoate IC=1C=C(C(=O)OC)C=CC1C